C(CCC)OC(C(C(=O)[O-])(OCCCC)CCCC)(C(=O)[O-])CCCC tetrabutyltartrate